3-(3-(2-hydroxy-5-methylphenyl)-5,6,7,8-tetrahydroimidazo[1,5-a]pyridin-1-yl)pyridin-2-ol methyl-1-(2-aminoethyl)-4-bromo-3-chloro-1H-pyrrole-2-carboxylate CC1=C(C(=C(N1CCN)C(=O)OC1=NC=CC=C1C=1N=C(N2C1CCCC2)C2=C(C=CC(=C2)C)O)Cl)Br